N1(CCC1)C1=NN=C(C2=CC=C(C=C12)NC(C=C)=O)N1C[C@@H](CC1)NC=1N=NC(=CN1)C#C (R)-N-(4-(azetidin-1-yl)-1-(3-((6-ethynyl-1,2,4-triazin-3-yl)amino)pyrrolidin-1-yl)phthalazin-6-yl)acrylamide